O=C1NC(CCC1N1C(C2=CC=C(C=C2C1=O)N1CCC(CC1)N1N=CC(=C1)NC(C1=NC=C(C=C1)N1CCN(CC1)CC=1C=NC=2C=C(C(NC2C1)=O)CC)=O)=O)=O N-(1-(1-(2-(2,6-dioxopiperidin-3-yl)-1,3-dioxoisoindolin-5-yl)piperidin-4-yl)-1H-pyrazol-4-yl)-5-(4-((7-ethyl-6-oxo-5,6-dihydro-1,5-naphthyridin-3-yl)methyl)piperazin-1-yl)picolinamide